(7R,14R)-1-ethynyl-11-(6-(2-hydroxypropan-2-yl)pyridin-3-yl)-6-(methyl-d3)-6,7-dihydro-7,14-methanobenzo[f]benzo[4,5]imidazo[1,2-a][1,4]diazocin-5(14H)-one C(#C)C1=CC=CC=2C(N([C@H]3C=4N([C@@H](C21)C3)C3=C(N4)C=CC(=C3)C=3C=NC(=CC3)C(C)(C)O)C([2H])([2H])[2H])=O